N[C@H](C(=O)N(C)[C@H](C[C@@H](OC(CC(C)(C)C)=O)C=1SC=C(N1)C(=O)N[C@H](C[C@@H](C(=O)OCC=C)C)CC1=CC=CC=C1)C(C)C)[C@H](CC)C (2S,4R)-allyl 4-(2-((1R,3R)-3-((2S,3S)-2-amino-N,3-dimethylpentanamido)-1-((3,3-dimethylbutanoyl)oxy)-4-methylpentyl)thiazole-4-carboxamido)-2-methyl-5-phenylpentanoate